Nε-acetyllysine C(C)(=O)NCCCC[C@H](N)C(=O)O